FC(C1C(C1)C=1C=2N(N=C(C1)C=1C(NC(NC1)=O)=O)C=CN2)(F)F 5-(8-(2-(Trifluoromethyl)cyclopropyl)imidazo[1,2-b]pyridazin-6-yl)pyrimidine-2,4(1H,3H)-dione